ClC=1C2=CN(N=C2C(=C(C1)C1=CC=C(C=C1)OCCN1CCC2(CC(C2)O)CC1)Cl)[C@@H](C(=O)OCC)C1=C2N(C=N1)C[C@@H](C2)F |&1:30| rac-ethyl 2-(4,7-dichloro-6-(4-(2-(2-hydroxy-7-azaspiro[3.5]nonan-7-yl) ethoxy)phenyl)-2H-indazol-2-yl)-2-((R)-6-fluoro-6,7-dihydro-5H-pyrrolo[1,2-c]imidazol-1-yl)acetate